chloro-3-[methoxy(methyl)amino]-4-methylsulfonyl-benzoic acid ClC1=C(C(=O)O)C=CC(=C1N(C)OC)S(=O)(=O)C